4-((difluoromethyl)thio)-6-fluoro-5-(3-(5-(3-iodobenzyl)-4H-1,2,4-triazol-3-yl)phenoxy)-1H-indole FC(SC1=C2C=CNC2=CC(=C1OC1=CC(=CC=C1)C1=NN=C(N1)CC1=CC(=CC=C1)I)F)F